2-(4-methoxy-3-(5-((4-methylpiperazin-1-yl)methyl)isoOxazol-3-yl)phenyl)ethan-1-ol COC1=C(C=C(C=C1)CCO)C1=NOC(=C1)CN1CCN(CC1)C